N-[(1S)-2-[[1-cyano-2-(2-oxoimidazolidin-1-yl)ethyl]amino]-1-(cyclopropylmethyl)-2-oxo-ethyl]-4-methoxy-1H-indole-2-carboxamide C(#N)C(CN1C(NCC1)=O)NC([C@H](CC1CC1)NC(=O)C=1NC2=CC=CC(=C2C1)OC)=O